ClC1=NC(=CC(=C1)C=1C(=NN2C1N=C(C=C2)N2C[C@@H](NCC2)C(C)(C)O)C=2C=C(C#N)C=CC2)C 3-[3-(2-chloro-6-methyl-4-pyridyl)-5-[(3R)-3-(1-hydroxy-1-methyl-ethyl)piperazin-1-yl]pyrazolo[1,5-a]pyrimidin-2-yl]benzonitrile